FC=1C=C(C#N)C=C(C1)N1C=C(C=2C(C(CCC12)F)O)C(F)(F)F 3-fluoro-5-(5-fluoro-4-hydroxy-3-(trifluoromethyl)-4,5,6,7-tetrahydro-1H-indol-1-yl)benzonitrile